((1S,4aS,5R,7aS)-8-oxo-1,4a,5,7a-tetrahydro-1,5-(epoxymethano)cyclopenta[c]pyran-3-yl)methyl propiolate C(C#C)(=O)OCC1=C[C@H]2[C@H]3[C@@H](O1)OC([C@@H]2C=C3)=O